NCCCC(CCCN(C(O)=O)N)C(N)=O 3-amino-propyl-amino-4-carbamoylbutylcarbamic acid